CCCCCCCCC=CC=CCCC 9,11-pentadecadiene